bis(2,4,6-trimethylbenzoyl)-2,5-Diethylphenylphosphine oxide CC1=C(C(=O)P(C2=C(C=CC(=C2)CC)CC)(C(C2=C(C=C(C=C2C)C)C)=O)=O)C(=CC(=C1)C)C